N-(6-((1',5'-dioxo-8'-vinyl-1',5'-dihydro-2'H-spiro[cyclohexane-1,3'-imidazo[1,5-a]pyridin]-6'-yl)amino)pyrimidin-4-yl)cyclopropanecarboxamide O=C1NC2(N3C1=C(C=C(C3=O)NC3=CC(=NC=N3)NC(=O)C3CC3)C=C)CCCCC2